N,N-diethylaminoacetamide C(C)NN(C(C)=O)NCC